4-(((R)-1-(2-chloro-5-fluorophenyl)ethyl)amino)-2,5-difluoro-N-((R,E)-4-(methylsulfonyl)but-3-en-2-yl)benzamide ClC1=C(C=C(C=C1)F)[C@@H](C)NC1=CC(=C(C(=O)N[C@H](C)\C=C\S(=O)(=O)C)C=C1F)F